CC(COCCNC([O-])=O)=C [2-(2-methylallyloxy)ethyl]carbamate